COC=1SC(=C(N1)C)C(=O)OCCCN1N=C(C=2C(NCC3(CCOCC3)CC21)=O)CC 3-(3-ethyl-4-oxo-spiro[6,8-dihydro-5H-pyrazolo[4,3-c]azepine-7,4'-tetrahydropyran]-1-yl)propyl 2-methoxy-4-meth-yl-thiazole-5-carboxylate